COC([C@@H](NC(=O)OC(C(F)(F)C1=CC(=CC=C1)Cl)C1CCCCC1)CC1=CC=CC=C1)=O ((2-(3-Chlorophenyl)-1-cyclohexyl-2,2-difluoroethoxy)carbonyl)-L-phenylalanine methyl ester